2-methoxy-4-(2-trimethylsilylethynyl)benzonitrile COC1=C(C#N)C=CC(=C1)C#C[Si](C)(C)C